1-methyl-3-[[4-[5-(trifluoromethyl)-1,2,4-oxadiazol-3-yl]phenyl]methyl]imidazolin-2-one CN1C(N(CC1)CC1=CC=C(C=C1)C1=NOC(=N1)C(F)(F)F)=O